BrC=1C=C(C=CC1F)N1C(=NOC1=O)C=1C(=NON1)S[C@H]1CN(CCC1)S(=O)(=O)N (R)-3-((4-(4-(3-bromo-4-fluorophenyl)-5-oxo-4,5-dihydro-1,2,4-oxadiazol-3-yl)-1,2,5-oxadiazol-3-yl)thio)piperidine-1-sulfonamide